N-(2,6-difluorophenyl){5-[3-(2-fluorophenyl)-1-methylpyrazol-5-yl](2-thienyl)}carboxamide FC1=C(C(=CC=C1)F)NC(=O)C=1SC(=CC1)C1=CC(=NN1C)C1=C(C=CC=C1)F